N[C@@H](CC1=CNC=N1)C(=O)O.[C] carbon L-histidine